tert-butyl-4-((4-(3,3-dioxido-2H-benzo[d][1,3]oxathiol-6-yl)-2-fluorophenoxy)methyl)piperidine-1-carboxylate C(C)(C)(C)OC(=O)N1CCC(CC1)COC1=C(C=C(C=C1)C1=CC2=C(S(CO2)(=O)=O)C=C1)F